NC1=NC=CC=C1C1=NC=2C(=NC(=CC2)C=2OC=C(N2)C)N1C=1C=C2CC[C@@H](C2=CC1)NC(C1=CC(=C(C=C1)O)C=O)=O N-[(1S)-5-[2-(2-aminopyridin-3-yl)-5-(4-methyl-1,3-oxazol-2-yl)imidazo[4,5-b]pyridin-3-yl]-2,3-dihydro-1H-inden-1-yl]-3-formyl-4-hydroxybenzamide